COC=1C=C(C=NC1)CN1N=C(C=CC1=O)C=1C=NC(=NC1)OCC(F)(F)F 2-((5-methoxy-pyridin-3-yl)methyl)-6-(2-(2,2,2-trifluoroethoxy)pyrimidin-5-yl)pyridazine-3(2H)-one